N1C(=NC2=C1C=CC=C2)NC(C2=CC(=CC=C2)NS(=O)(=O)C2=CC(=C(C=C2)C)F)=O N-(1H-benzo[d]imidazol-2-yl)-3-((3-fluoro-4-methylphenyl)sulfonamido)benzamide